2-nonylpyrazol-3-ol C(CCCCCCCC)N1N=CC=C1O